C(C1=CC=CC=C1)C=1NC(=NN1)C(=O)N[C@H]1C(N(C=2N(CC1)N=C(C2)[C@@H]2C(C2)(F)F)C)=O |r| 5-benzyl-N-[rac-(6R)-4-methyl-5-oxo-2-[rac-(1R)-2,2-difluorocyclopropyl]-7,8-dihydro-6H-pyrazolo[1,5-a][1,3]diazepin-6-yl]-4H-1,2,4-triazole-3-carboxamide